O=C(\C=C/C#N)N1CCN(CC1)C1=NC=CN=C1NC=1C=NC(=CC1)C(F)(F)F (Z)-4-oxo-4-(4-(3-((6-(trifluoromethyl)pyridin-3-yl)amino)pyrazin-2-yl)piperazin-1-yl)but-2-enenitrile